3-(pyridin-4-yl)cyclohexan-1-one N1=CC=C(C=C1)C1CC(CCC1)=O